4-[5-[2-[1-(6,7-dihydro-5H-pyrrolo[1,2-c]imidazol-1-yl)-2-oxo-2-(thiazol-2-ylamino)ethyl]-4-fluoro-indazol-6-yl]-2-pyridinyl]piperazine-1-carboxylic acid tert-butyl ester C(C)(C)(C)OC(=O)N1CCN(CC1)C1=NC=C(C=C1)C=1C=C(C2=CN(N=C2C1)C(C(NC=1SC=CN1)=O)C1=C2N(C=N1)CCC2)F